1-(2-(pyrene-2-oxy)ethyl)-1H-benzo[d]imidazole C1=C(C=C2C=CC3=CC=CC4=CC=C1C2=C34)OCCN3C=NC4=C3C=CC=C4